CCCCC/C=C\C/C=C\CCCCCCCCCCCC(=O)OC[C@H](COP(=O)([O-])OCC[N+](C)(C)C)OC(=O)CCCC/C=C\C/C=C\C/C=C\CCCCC 1-(13Z,16Z-docosadienoyl)-2-(6Z,9Z,12Z-octadecatrienoyl)-glycero-3-phosphocholine